C(CC#C)C1(N=N1)CCC(=O)N1CCN(CC1)C1=CC2=C(NC(=N2)C2=CC(=C(C(=C2)OC)O)O)C=C1 3-(3-(but-3-yn-1-yl)-3H-diazirin-3-yl)-1-(4-(2-(3,4-dihydroxy-5-methoxyphenyl)-1H-benzo[d]imidazol-5-yl)piperazin-1-yl)propan-1-one